2-(((2R,3S,4R,5R)-5-(2-chloro-6-(methylamino)-9H-purin-9-yl)-3-ethynyl-3,4-dihydroxytetrahydrofuran-2-yl)methoxy)malonic acid ClC1=NC(=C2N=CN(C2=N1)[C@H]1[C@@H]([C@@]([C@H](O1)COC(C(=O)O)C(=O)O)(O)C#C)O)NC